4-((5-bromopentyl)oxy)-2-(2,6-dioxopiperidin-3-yl)isoindoline-1,3-dione BrCCCCCOC1=C2C(N(C(C2=CC=C1)=O)C1C(NC(CC1)=O)=O)=O